N-(trideuteromethyl)-pyridazine-3-carboxamide [2H]C(NC(=O)C=1N=NC=CC1)([2H])[2H]